C(C1=CC=CC=C1)OC(=O)N[C@@H](CCCCNC(CCCCC(=O)NCCO[C@H]1[C@@H](O)[C@H](O)[C@H](O)[C@@H](O1)C)=O)C(=O)ON1C(CCC1=O)=O 2,5-dioxopyrrolidin-1-yl N2-[(benzyloxy) carbonyl]-N6-[6-({2-[(α-L-fucopyranosyl)oxy]ethyl}amino)-6-oxohexanoyl]-L-lysinate